5-(1-(tert-Butoxycarbonyl)-1,2,3,6-tetrahydropyridin-4-yl)-1H-indole-3-carboxylic acid methyl ester COC(=O)C1=CNC2=CC=C(C=C12)C=1CCN(CC1)C(=O)OC(C)(C)C